(E)-3-(4-Hydroxy-3-methoxyphenyl)-1-(4-morpholin-4-ylsulfonylphenyl)prop-2-en-1-one OC1=C(C=C(C=C1)/C=C/C(=O)C1=CC=C(C=C1)S(=O)(=O)N1CCOCC1)OC